ClC1=CC(=C(CN2N=C(C=C2)C(=O)OCC)C=C1)F ethyl 1-(4-chloro-2-fluorobenzyl)-1H-pyrazole-3-carboxylate